C(C)O[Si](CCCS)(OCCOCCOCCOCCOCCOCCCCCCCCCCCCC)OCCOCCOCCOCCOCCOCCCCCCCCCCCCC 3-[ethoxybis(3,6,9,12,15-pentaoxaoctacosan-1-yloxy)silyl]propane-1-thiol